ClCCC[Si](O[Si](C)(C)C)(O[Si](C)(C)C)O[Si](C)(C)C chloropropyl-tri(trimethyl-siloxy)silane